6-(naphthalen-2-ylmethyl)-2-(pyridin-2-yl)-4,5,6,7-tetrahydro-2H-pyrazolo[3,4-c]pyridin-3-ol C1=C(C=CC2=CC=CC=C12)CN1CC=2C(CC1)=C(N(N2)C2=NC=CC=C2)O